(2'-bromo-[1,1'-biphenyl]-4-yl)triphenylsilane BrC1=C(C=CC=C1)C1=CC=C(C=C1)[Si](C1=CC=CC=C1)(C1=CC=CC=C1)C1=CC=CC=C1